6-[4-[2-[[1-(2-methoxyacetyl)-4-piperidyl]oxy]ethoxy]phenoxy]-1-methyl-indazole-5-carboxamide COCC(=O)N1CCC(CC1)OCCOC1=CC=C(OC2=C(C=C3C=NN(C3=C2)C)C(=O)N)C=C1